N1,N1,N2-trimethylethan-1,2-diamine CN(CCNC)C